1-[(Z)-4-(triphenylmethoxy)-2-butenyl]thymine C1(=CC=CC=C1)C(OC\C=C/CN1C(=O)NC(=O)C(C)=C1)(C1=CC=CC=C1)C1=CC=CC=C1